3-(3-aminopropylamino)-N-[4-[4-[6-chloro-4-(trifluoromethyl)-2-pyridinyl]piperazin-1-yl]sulfonylphenyl]indan-5-carboxamide NCCCNC1CCC2=CC=C(C=C12)C(=O)NC1=CC=C(C=C1)S(=O)(=O)N1CCN(CC1)C1=NC(=CC(=C1)C(F)(F)F)Cl